O=C1NC(CCC1N1CC2=CC=C(C=C2C1=O)OC(N(C1=C(C(=C(C=C1)Cl)C)F)C)=O)=O (2-(2,6-dioxopiperidin-3-yl)-3-oxoisoindolin-5-yl)methyl(4-chloro-2-fluoro-3-methyl phenyl)carbamate